((methyl((5'-methyl-4-pentyl-6-((((pivaloyloxy)methoxy)(methyl)phosphoryl)oxy)-2'-(prop-1-en-2-yl)-1',2',3',4'-tetrahydro-[1,1'-biphenyl]-2-yl)oxy)phosphoryl)oxy)methyl pivalate C(C(C)(C)C)(=O)OCOP(=O)(OC1=C(C(=CC(=C1)CCCCC)OP(=O)(C)OCOC(C(C)(C)C)=O)C1C(CCC(=C1)C)C(=C)C)C